bis(2,2,6,6-tetramethyl-4-piperidyl)sebacat CC1(NC(CC(C1)OC(CCCCCCCCC(=O)OC1CC(NC(C1)(C)C)(C)C)=O)(C)C)C